C[C@H]1N([C@@H](CN(C1)C(=O)C1=CC=C2C=CN(C2=C1)C)C)C(=O)C1=C(C=C(C=C1)OC)F ((2R,6R)-2,6-dimethyl-4-(1-methyl-1H-indole-6-carbonyl)piperazin-1-yl)(2-fluoro-4-methoxyphenyl)methanone